(S)-N-(3-(3-(6-bromo-7-((1-(ethylsulfonyl)pyrrolidin-3-yl)amino)-1H-imidazo[4,5-b]pyridin-2-yl)-2,5-dimethyl-1H-pyrrol-1-yl)phenyl)-2-morpholinoacetamide BrC=1C(=C2C(=NC1)N=C(N2)C2=C(N(C(=C2)C)C=2C=C(C=CC2)NC(CN2CCOCC2)=O)C)N[C@@H]2CN(CC2)S(=O)(=O)CC